NC1=NNC=2C1=NC(=CC2)C2=C(C=C(C=C2)S(=O)(=O)NC2CC(C2)(C(F)(F)F)O)C 4-(3-amino-1H-pyrazolo[4,3-b]pyridin-5-yl)-N-(3-hydroxy-3-(trifluoromethyl)cyclobutyl)-3-methylbenzenesulfonamide